methyl 4-amino-1-(2,6-dichloro-4-fluorophenyl)-6-oxo-1,6-dihydropyrimidine-5-carboxylate NC=1N=CN(C(C1C(=O)OC)=O)C1=C(C=C(C=C1Cl)F)Cl